ClC1=C(C=CC=C1)C1=C(C=CC(=C1)OCC)S(=O)(=O)N1[C@@H](C[C@@](CC1)(C(=O)N[C@H](C)\C=C/S(=O)(=O)C)F)C (2R,4S)-1-((2'-chloro-5-ethoxy-[1,1'-biphenyl]-2-yl)sulfonyl)-4-fluoro-2-methyl-N-((R,Z)-4-(methylsulfonyl)but-3-en-2-yl)piperidine-4-carboxamide